3,4-dichloro-fluorobenzaldehyde ClC=1C(=C(C=O)C=CC1Cl)F